phenylmethylxanthoyl fluoride C1(=CC=CC=C1)CC1=CC=CC=2OC3=CC=CC=C3C(C12)C(=O)F